C(C)(C)(C)C=1C=C2C=NN(C(C2=C(C1)F)=O)C1=NC=CC(=C1CO)C=1C=C(C(N(C1)C)=O)NC(=O)C1C(C1)F N-[5-[2-(6-tert-butyl-8-fluoro-1-oxo-phthalazin-2-yl)-3-(hydroxymethyl)-4-pyridinyl]-1-methyl-2-oxo-3-pyridinyl]-2-fluoro-cyclopropanecarboxamide